(1Z)-2,2,2-trifluoro-N'-hydroxyacetamidine FC(/C(=N/O)/N)(F)F